4-[2-(2-chloro-4-fluoroanilino)-5-methylpyrimidin-4-yl]-N-[(1S)-1-(3-chlorophenyl)-2-hydroxyethyl]-1H-pyrrole-2-carboxamide ClC1=C(NC2=NC=C(C(=N2)C=2C=C(NC2)C(=O)N[C@H](CO)C2=CC(=CC=C2)Cl)C)C=CC(=C1)F